3-(benzoyloxy)benzodiazepine C(C1=CC=CC=C1)(=O)OC1=NNC2=C(C=C1)C=CC=C2